BrC=1C(=NC=C(C1)Cl)C(C(=O)Cl)(C)C 2-(3-bromo-5-chloropyridin-2-yl)-2-methylpropanoyl chloride